NCCN(CCNCCN)CCN N,N-bis(2-aminoethyl)-N-(5-amino-3-azapentyl)amine